triphenyl-tetrabenzoporphyrin C1(=CC=CC=C1)C=1C2=C3C(=C(C(=C4C5=C(C(C(=C6C7=C(C(N6)=CC=6C8=C(C1N6)C=CC=C8)C=CC=C7)C7=CC=CC=C7)=N4)C=CC=C5)C5=CC=CC=C5)N2)C=CC=C3